trans-2-[(4-methoxyphenyl)methyl]-4-methyl-2-azabicyclo[3.1.1]heptane-3-carboxylic acid methyl ester COC(=O)C1N(C2CC(C1C)C2)CC2=CC=C(C=C2)OC